CC=1C=C(CNC2=NC(=CN=C2)N2CCCC2)C=CC1C N-(3,4-dimethylbenzyl)-6-(pyrrolidin-1-yl)pyrazin-2-amine